3-((3,5-dichlorobenzyl)amino)-6-fluoro-5-(1-(2-fluorophenyl)ethyl)-4H-benzo[e][1,2,4]thiadiazine 1,1-dioxide ClC=1C=C(CNC2=NS(C3=C(N2)C(=C(C=C3)F)C(C)C3=C(C=CC=C3)F)(=O)=O)C=C(C1)Cl